(3S,5S)-tert-Butyl 3-((8-((R)-sec-butyl)-6-(3-fluoro-4-((2-fluorophenyl)methylsulfonamido)phenyl)-7-oxo-7,8-dihydropyrido[2,3-d]pyrimidin-2-yl)amino)-5-fluoropiperidine-1-carboxylate [C@@H](C)(CC)N1C(C(=CC2=C1N=C(N=C2)N[C@@H]2CN(C[C@H](C2)F)C(=O)OC(C)(C)C)C2=CC(=C(C=C2)NS(=O)(=O)CC2=C(C=CC=C2)F)F)=O